2-((4-(benzylthio)-2-methylphenyl)amino)-6-bromo-8-cyclopentylpyrido[2,3-d]pyrimidin-7(8H)-one C(C1=CC=CC=C1)SC1=CC(=C(C=C1)NC=1N=CC2=C(N1)N(C(C(=C2)Br)=O)C2CCCC2)C